4-TRIFLUOROMETHOXYPHENYL-4-BORONOBENZENESULFONAMIDE FC(OC1=CC=C(C=C1)C1=C(C=CC(=C1)B(O)O)S(=O)(=O)N)(F)F